5-Fluoro-2-(4,4,5,5-tetramethyl-1,3,2-dioxaborolan-2-yl)-3-(trifluoromethyl)phenol FC=1C=C(C(=C(C1)O)B1OC(C(O1)(C)C)(C)C)C(F)(F)F